(Z)-hex-3-enyl 2-methylpropionate CC(C(=O)OCC\C=C/CC)C